C(C)(C)C1=NC=CC=C1C1=NC=C2N(C(N(C2=N1)CC1=CC=C(C=C1)C=1N(C=C(N1)C(F)(F)F)C)=O)CCOC 2-(2-isopropylpyridin-3-yl)-7-(2-methoxyethyl)-9-(4-(1-methyl-4-(trifluoromethyl)-1H-imidazol-2-yl)benzyl)-7,9-dihydro-8H-purin-8-one